(E)-N,N-dimethyl-2-nitroethen-1-amine CN(\C=C\[N+](=O)[O-])C